C1(CCC1)C1CCN(CC1)C=1N=C2N(C(C1C)=O)C=C(C=C2[C@@H](C)NC2=C(C(=O)O)C=CC=C2)C (R)-2-((1-(2-(4-cyclobutylpiperidin-1-yl)-3,7-dimethyl-4-oxo-4H-pyrido[1,2-a]pyrimidin-9-yl)ethyl)amino)benzoic acid